ClC=1C=CC2=C(CCC=3C(=NC=CC3)C2(O)C2=NN=NN2)C1 8-Chloro-11-(1H-tetrazol-5-yl)-6,11-dihydro-5H-benzo[5,6]cyclohepta[1,2-b]pyridin-11-ol